ClC1=CSC2=C1NC(=C2)C(=O)N2[C@@H]([C@@H]1[C@H](C2)CC(C1)(F)F)C(=O)N[C@@H](C[C@H]1C(NCCC1)=O)C#N (1S,3aR,6aS)-2-(3-chloro-4H-thieno[3,2-b]pyrrole-5-carbonyl)-N-((S)-1-cyano-2-((S)-2-oxopiperidin-3-yl)ethyl)-5,5-difluorooctahydrocyclopenta[c]pyrrole-1-carboxamide